BrC1=CC2=C(N=C(S2)NCCN(C(OC(C)(C)C)=O)C)C=C1 tert-butyl (2-((6-bromobenzo[d]thiazol-2-yl)amino)ethyl)(methyl)carbamate